FC(C)(F)C1=NC(=CC(=N1)NC1=CC(=NC=C1OCC1=NC=CC(=C1)OC)NC(C)=O)C N-(4-((2-(1,1-difluoroethyl)-6-methylpyrimidin-4-yl)amino)-5-((4-methoxypyridin-2-yl)methoxy)pyridin-2-yl)acetamide